ClC=1C=C(C=CC1)N[C@H](C(=O)N1[C@@H]2CC([C@H]([C@H]1C(=O)N[C@@H](C[C@@H]1C(NCCC1)=O)C#N)CC2)(F)F)CC2CC2 (1S,3S,4S)-2-((S)-2-((3-chlorophenyl)amino)-3-cyclopropylpropanoyl)-N-((S)-1-cyano-2-((R)-2-oxopiperidin-3-yl)ethyl)-5,5-difluoro-2-azabicyclo[2.2.2]octane-3-carboxamide